FC(C(=O)O)(F)F.C(C)(C)(C)N(C)CC1=C(CNC=2C(=NC(=CC2)C)S(=O)(=O)NC2=NSC=C2)C(=CC=C1)F ((2-((tert-butyl(methyl)amino)methyl)-6-fluorobenzyl)amino)-N-(isothiazol-3-yl)-6-methylpyridine-2-sulfonamide trifluoroacetic acid salt